7-(7-(8-Chloro-7-fluoro-3-hydroxynaphthalen-1-yl)-8-fluoro-2-(((2r,7as)-2-fluorohexahydro-1H-pyrrolizin-7a-yl)methoxy)pyrido[4,3-d]pyrimidin-4-yl)-2,7-diazaspiro[4.5]decane-1,3-dione ClC=1C(=CC=C2C=C(C=C(C12)C1=C(C=2N=C(N=C(C2C=N1)N1CC2(CC(NC2=O)=O)CCC1)OC[C@]12CCCN2C[C@@H](C1)F)F)O)F